(S)-4-(6-(6-oxa-2-azaspiro[3.5]non-2-yl)-1H-pyrrolo[2,3-b]pyridin-3-yl)-N-(piperidin-3-yl)-5-(trifluoromethyl)pyrimidin-2-amine C1N(CC12COCCC2)C2=CC=C1C(=N2)NC=C1C1=NC(=NC=C1C(F)(F)F)N[C@@H]1CNCCC1